NC=1C=C(C=CC1)C=1C=CC=C2C=NC(=NC12)NC=1C=NC(=CC1)N1CCOCC1 8-(3-aminophenyl)-N-(6-morpholinylpyridin-3-yl)quinazolin-2-amine